39-(((benzyloxy)carbonyl)amino)-3,13,23,33-tetraoxo-1-phenyl-2,17,20,27,30-pentaoxa-14,24,34-triazatetracontan-40-oic acid C(C1=CC=CC=C1)OC(=O)NC(CCCCNC(CCOCCOCCNC(CCOCCOCCNC(CCCCCCCCCC(OCC1=CC=CC=C1)=O)=O)=O)=O)C(=O)O